2-(5-chloro-1H-indol-3-yl)-1,1-Diphenylethan-1-ol ClC=1C=C2C(=CNC2=CC1)CC(O)(C1=CC=CC=C1)C1=CC=CC=C1